8-(2-((3,3,3-trifluoropropyl)amino)-7H-pyrrolo[2,3-d]pyrimidin-5-yl)-3,4-dihydrobenzo[f][1,4]oxazepin-5(2H)-one FC(CCNC=1N=CC2=C(N1)NC=C2C2=CC1=C(C(NCCO1)=O)C=C2)(F)F